2-[3-Chloro-4-(3,3-dimethyl-butyl)-phenyl]-propionic acid (E)-4-methyl-pent-2-enyl ester CC(/C=C/COC(C(C)C1=CC(=C(C=C1)CCC(C)(C)C)Cl)=O)C